3-[6-(3-amino-phenyl)-7H-pyrrolo[2,3-D]pyrimidin-4-yloxy]-phenol NC=1C=C(C=CC1)C1=CC2=C(N=CN=C2OC=2C=C(C=CC2)O)N1